5-ETHYL-2-HYDROXYBENZENECARBALDEHYDE C(C)C=1C=CC(=C(C1)C=O)O